C12C(C3CC(CC(C1)C3)C2)NC(CN2C(C(=CC=C2)NC([C@H](CCC(C(=O)NC)=O)NC(=O)C2=NSN=C2)=O)=O)=O (S)-N1-(1-(2-(2-adamantylamino)-2-oxoethyl)-2-oxo-1,2-dihydropyridin-3-yl)-N6-methyl-5-oxo-2-(1,2,5-thiadiazole-3-carboxamido)hexanediamide